Cyclopentanecarboxylic acid {(S)-3-[5-(2,6-dimethyl-benzoyl)-hexahydro-pyrrolo[3,4-c]pyrrol-2-yl]-1-phenyl-propyl}-amide CC1=C(C(=O)N2CC3C(C2)CN(C3)CC[C@@H](C3=CC=CC=C3)NC(=O)C3CCCC3)C(=CC=C1)C